CC1CCCC2=CC=C(CCCC(CCCC3=CC=C(CCC1)C=C3)C)C=C2 dimethyltricyclo[18.2.2.29,12]hexacosa-1(22),9,11,20,23,25-hexaene